Benzyl (4-(dimethylamino)-3-fluorocyclohexyl)carbamate CN(C1C(CC(CC1)NC(OCC1=CC=CC=C1)=O)F)C